FC(OC1=CC(=C(C=C1)NC=1N(C(C=C2CCNC(C12)=O)=O)C)F)F 8-((4-(difluoromethoxy)-2-fluorophenyl)amino)-7-methyl-3,4-dihydro-2,7-naphthyridine-1,6(2h,7h)-dione